ammonium α-naphthaleneacetate C1(=CC=CC2=CC=CC=C12)CC(=O)[O-].[NH4+]